BrC=1C=C2C=CNC2=C(C1)C=O 5-bromo-1H-indole-7-carbaldehyde